1-((5-morpholinopyridin-2-yl)methyl)-1H-indole-7-carboxylic acid O1CCN(CC1)C=1C=CC(=NC1)CN1C=CC2=CC=CC(=C12)C(=O)O